1'-(azodicarbonyl)-dipiperidine N(=NC(=O)N1CCCCC1)C(=O)N1CCCCC1